(4-((4-hydroxy-1H-benzo[d]imidazol-1-yl)methyl)phenyl)phosphonic acid OC1=CC=CC=2N(C=NC21)CC2=CC=C(C=C2)P(O)(O)=O